(E)- or (Z)-1-butyl-4-(hydroxyimino)-3-methyl-9-oxo-4,9-Dihydro-1H-naphtho[2,3-d]imidazole-3-ium C(CCC)N1C=[N+](C2=C1C(C1=CC=CC=C1C2=NO)=O)C